racemic-tert-butyl 4-(((1R*,2S*)-2-(4-(methoxycarbonyl)phenyl)cyclohexyl)oxy)-5,7-dimethyl-1H-indole-1-carboxylate COC(=O)C1=CC=C(C=C1)[C@H]1[C@@H](CCCC1)OC1=C2C=CN(C2=C(C=C1C)C)C(=O)OC(C)(C)C |r|